bromohexylpyrrole ammonium salt [NH4+].BrCCCCCCC=1NC=CC1